6-chloro-2-methyl-2H-pyrazolo[3,4-b]pyridine ClC=1C=CC=2C(N1)=NN(C2)C